N-tert-Butyl-3-[[2-(2,6-dihydroxyphenyl)acetyl]amino]benzamide C(C)(C)(C)NC(C1=CC(=CC=C1)NC(CC1=C(C=CC=C1O)O)=O)=O